BrC=1C(=C(C(=C(C1)O)C)NC(=O)C1=CN=C(S1)NC1=NN(C(=C1)C)C1CS(CC1)(=O)=O)C N-(3-bromo-5-hydroxy-2,6-dimethyl-phenyl)-2-[[1-(1,1-dioxothiolan-3-yl)-5-methyl-pyrazol-3-yl]amino]thiazole-5-carboxamide